C(C=C)(=O)N1C[C@@H](N(CC1)C=1C2=C(N(C(N1)=O)C=1C(=NC=CC1S(=O)(=O)C)C(C)C)N=C(C(=C2)Cl)C2=C(C=CC=C2O)F)C 4-((S)-4-acryloyl-2-methylpiperazin-1-yl)-6-chloro-7-(2-fluoro-6-hydroxyphenyl)-1-(2-isopropyl-4-(methylsulfonyl)pyridin-3-yl)pyrido[2,3-d]pyrimidin-2(1H)-one